ethyl (R)-2-(3-(pyridin-4-yl)cyclohexylidene)acetate N1=CC=C(C=C1)[C@H]1CC(CCC1)=CC(=O)OCC